C(#C)C1=NC=C(C(=C1)OC=1C(=NC(=NC1)NC(C)C)N)C(C)C 5-((2-ethynyl-5-isopropylpyridin-4-yl)oxy)-N2-isopropylpyrimidine-2,4-diamine